(3E)-10,10-diethoxy-1,3-decadiene C(C)OC(CCCCC/C=C/C=C)OCC